1-Methyl-3-m-tolyl-1H-pyrazole CN1N=C(C=C1)C=1C=C(C=CC1)C